FC(C1=NN=C(O1)C=1C=NC(=NC1)CN1C(C2=CC=C(C=C2C(C1=O)(C)C)C=1CCN(CC1)CC)=O)F 2-((5-(5-(difluoromethyl)-1,3,4-oxadiazole-2-yl)pyrimidine-2-yl)methyl)-6-(1-ethyl-1,2,3,6-tetrahydropyridine-4-yl)-4,4-dimethylisoquinoline-1,3(2H,4H)-dione